FC(C)C=1C=C(C=2N(C1)C(=CN2)C(C)C)NC2CCN(CC2)C[C@@H]2CN(CCO2)C(=O)OCCCC butyl (2R)-2-[[4-[[6-[1-fluoroethyl]-3-isopropyl-imidazo[1,2-a]pyridin-8-yl]amino]-1-piperidyl]methyl]morpholine-4-carboxylate